C(#N)C1=CC=C(C=C1)C(CC1=NC(=NC(=N1)N[C@@H](CO)CC(C)C)NS(=O)(=O)C)C N-(4-(2-(4-Cyanophenyl)propyl)-6-(((R)-1-hydroxy-4-methylpentan-2-yl)amino)-1,3,5-triazin-2-yl)methanesulfonamide